2-(3-fluoro-2-isopropoxyphenyl)-4,4,5,5-tetramethyl-1,3,2-dioxaborolane FC=1C(=C(C=CC1)B1OC(C(O1)(C)C)(C)C)OC(C)C